5-hydroxy-5-methyl-4-(p-tolyl)-1H-pyrrol-2(5H)-one OC1(C(=CC(N1)=O)C1=CC=C(C=C1)C)C